dimethyl 4-(3-((tert-butyldimethylsilyl) oxy) prop-1-yn-1-yl)-5-cyanophthalate [Si](C)(C)(C(C)(C)C)OCC#CC=1C=C(C(C(=O)OC)=CC1C#N)C(=O)OC